IC=1N=C(N2N=CN=C(C21)N)C2CCOCC2 5-iodo-7-(tetrahydro-2H-pyran-4-yl)imidazo[5,1-f][1,2,4]triazin-4-amine